CC1=CC=C(O1)CN1C(=NC2=C1C=CC=C2N2CCNCC2)C(F)(F)F (5-methylfuran-2-ylmethyl)-4-(piperazin-1-yl)-2-(trifluoromethyl)-1H-benzimidazole